ClC1=C(C(=O)C2=CNC3=NC=C4C(=C32)NN(C4=O)C4CCCC4)C=CC(=C1)OC1=CC=CC=C1 3-(8-(2-chloro-4-phenoxybenzoyl)-3-oxo-3,6-dihydropyrazolo[3,4-d]Pyrrolo[2,3-b]Pyridin-2(1H)-yl)cyclopentane